O=C1NN=NN1/C=C/C(=O)OC methyl (E)-3-(5-oxo-4,5-dihydro-1H-tetrazol-1-yl)acrylate